N,N-dimethyl-benzenesulfonamide CN(S(=O)(=O)C1=CC=CC=C1)C